4-methylenedioxy-6-nitrostyrene C1OC2=CC=C(C=C)C(=C2O1)[N+](=O)[O-]